FC(COC1=NC=C(C(=O)O)C=C1)(C(F)(F)F)F 6-(2,2,3,3,3-pentafluoropropoxy)nicotinic acid